CN1N=C(C(=C1N)SC1=CC=C(C=C1)C)C 1,3-dimethyl-4-(p-methylphenylsulfanyl)-1H-pyrazol-5-amine